(1R,3S)-3-(3-{[(5-meth-ylpyrazin-2-yl)acetyl]-amino}-1H-pyrazol-5-yl)-cyclopentyl [(1R)-1-cyclopropylethyl]carbamate C1(CC1)[C@@H](C)NC(O[C@H]1C[C@H](CC1)C1=CC(=NN1)NC(CC1=NC=C(N=C1)C)=O)=O